2-bromopentanoate BrC(C(=O)[O-])CCC